OC1(CCN(CC12CCCC2)C(=O)N2[C@@H](CN(CC2)C(=O)OC(C)(C)C)C2=CC=CC=C2)CN2C=NC=1C(C2=O)=NN(C1)C tert-Butyl (3R)-4-(10-hydroxy-10-((2-methyl-7-oxo-2,7-dihydro-6H-pyrazolo[4,3-d]pyrimidin-6-yl)methyl)-7-azaspiro[4.5]decane-7-carbonyl)-3-phenylpiperazine-1-carboxylate